4-{3-[(2S)-1-acetoacetyl-2-pyrrolidinyl]-8-aminoimidazo[1,5-a]pyrazin-1-yl}-N-(2-pyridinyl)benzamide C(CC(=O)C)(=O)N1[C@@H](CCC1)C1=NC(=C2N1C=CN=C2N)C2=CC=C(C(=O)NC1=NC=CC=C1)C=C2